5-((5-fluoro-2-(5-fluoro-1H-pyrrolo[2,3-b]pyridin-3-yl)pyrimidin-4-yl)amino)-5-azaspiro[2.4]heptane-6-carboxylic acid FC=1C(=NC(=NC1)C1=CNC2=NC=C(C=C21)F)NN2CC1(CC1)CC2C(=O)O